ClC=1C=C(CO[C@@H]2C[C@H](C2)C(=O)NCC2=C(C(=C(C=C2)C(F)(F)F)C=2NC(C(=C(N2)CC)F)=O)F)C=C(C1)F trans-3-[(3-chloro-5-fluorobenzyl)oxy]-N-[3-(4-ethyl-5-fluoro-6-oxo-1,6-dihydropyrimidin-2-yl)-2-fluoro-4-(trifluoromethyl)benzyl]cyclobutane-1-carboxamide